[Si](C)(C)(C(C)(C)C)OCC[C@@H]1CN(CCN1C(=O)C1=C(C=C2C=C(C(=NC2=C1)OC)CC)F)C(=O)OC(C)(C)C tert-butyl (R)-3-(2-((tert-butyldimethylsilyl)oxy)ethyl)-4-(3-ethyl-6-fluoro-2-methoxyquinoline-7-carbonyl)piperazine-1-carboxylate